[Na+].[Si]([O-])([O-])([O-])[O-].[Mg+2].[Al+3] aluminum magnesium silicate sodium salt